trimethylsilyl ethenesulfonate C(=C)S(=O)(=O)O[Si](C)(C)C